C1(=CC=CC=C1)CN1C(CN(C(C1)=O)CC1=CC=CC=C1)=O 1,4-bis(phenylmethyl)piperazine-2,5-dione